C(C=C)(=O)OCC(CCCC)C 2-methylhexyl acrylate